pentamethylene bistrimellitate C(C=1C(C(=O)[O-])=CC(C(=O)[O-])=CC1)(=O)OCCCCCOC(C=1C(C(=O)[O-])=CC(C(=O)[O-])=CC1)=O